C(C1=CC=CC=C1)O[C@@H]1[C@H](N(C[C@@H]([C@H]1OCC1=CC=CC=C1)OCC1=CC=CC=C1)CCCC1=CSC=C1)CO ((2R,3R,4R,5S)-3,4,5-tris(benzyloxy)-1-(3-(thiophen-3-yl)propyl)piperidin-2-yl)methanol